CN1CCN(CC1)CCCC(=O)OCC1=CC(=CC(=C1)OCCCCCCCCCCC)OCCCCCCCCCCCCCCC 3-(Pentadecyloxy)-5-(undecyloxy)benzyl 4-(4-methylpiperazin-1-yl)butanoate